1-((2R,3R,4S,5R,6R)-3,5-dihydroxy-2-(hydroxymethyl)-4-(4-(3,4,5-trifluorophenyl)-1H-1,2,3-triazol-1-yl)-1-oxa-8-azaspiro[5.5]undecan-8-yl)-2-phenylethanone O[C@H]1[C@H](O[C@@]2([C@@H]([C@H]1N1N=NC(=C1)C1=CC(=C(C(=C1)F)F)F)O)CN(CCC2)C(CC2=CC=CC=C2)=O)CO